allyl-hydroxy-7-oxa-2-azaspiro[4.5]decane-2-carboxylate C(C=C)C1(N(CCC12COCCC2)C(=O)[O-])O